(2R,5S)-2-(6-Chloro-1,3-benzoxazol-2-yl)-5-[2-(4-chloro-3-fluorophenoxy)acetamido]piperidin ClC1=CC2=C(N=C(O2)[C@@H]2NC[C@H](CC2)NC(COC2=CC(=C(C=C2)Cl)F)=O)C=C1